4-carbamoyl-1H-imidazol C(N)(=O)C=1N=CNC1